1-(3,5-Bis(trifluoromethyl)phenyl)-3-(quinolin-2-yl)-1H-imidazol-3-ium FC(C=1C=C(C=C(C1)C(F)(F)F)N1C=[N+](C=C1)C1=NC2=CC=CC=C2C=C1)(F)F